(Z)-N-[5-(benzenesulfinyl)pyrimidin-2-yl]-2-cyano-3-hydroxy-3-(5-methylisoxazol-4-yl)prop-2-enamide C1(=CC=CC=C1)S(=O)C=1C=NC(=NC1)NC(\C(=C(\C=1C=NOC1C)/O)\C#N)=O